O1CCN(CC1)C=1C2=C(N=C(N1)N1N=C(C=C1)C=1C=C(C=CC1)C)C=C(S2)C#CCN2CCC(CC2)C(C)(C)O 2-(1-(3-(4-Morpholino-2-(3-(m-tolyl)-1H-pyrazol-1-yl)thieno[3,2-d]pyrimidin-6-yl)prop-2-yn-1-yl)piperidin-4-yl)propan-2-ol